ClCC1=CC(=C(OCC2CCN(CC2)S(=O)(=O)C)C=C1)S(=O)(=O)C 4-((4-(Chloromethyl)-2-(methylsulfonyl)phenoxy)methyl)-1-(methylsulfonyl)piperidine